5-(8,8-difluoro-1,4-dioxaspiro[4.5]decan-7-yl)-2-methoxypyridine FC1(C(CC2(OCCO2)CC1)C=1C=CC(=NC1)OC)F